[Cl-].C(CCCCCCCCCC(C)C)OCCC[N+](C)(CCO)CCO isotridecyloxypropyl-bis-(2-hydroxyethyl)methyl-ammonium chloride